O=C1NC(CCC1N1CC2=CC(=C(C=C2C1)F)CN1CCN(CC1)C=1C=NC(=CC1)NC1=NC=C(C(=N1)C=1C=C(C2=C(N(C(=N2)C)C(C)C)C1)F)F)=O 2-(2,6-dioxopiperidin-3-yl)-5-fluoro-6-((4-(6-((5-fluoro-4-(4-fluoro-1-isopropyl-2-Methyl-1H-benzo[d]imidazol-6-yl)pyrimidin-2-yl)amino)pyridin-3-yl)piperazin-1-yl)methyl)isoindoline